N1=C(C=CC2=CC=C3C=CC=NC3=C12)C=1C=C(C=CC1)OB(O)O (3-(1,10-phenanthroline-2-yl)phenyl)boric acid